C(#N)CCC1CN=C2N1C1=CC=C(C=C1C(N2CC=2C=NN(C2)C)=O)S(=O)(=O)NC2(CC2)C 1-(2-cyanoethyl)-N-(1-methylcyclopropyl)-4-[(1-methylpyrazol-4-yl)methyl]-5-oxo-1H,2H-imidazo[1,2-a]quinazoline-7-sulfonamide